1,2λ6-oxathiane-2,2-dione O1S(CCCC1)(=O)=O